2-allyl-6-((1-isopropyl-1H-indazol-5-yl)amino)-1-(2-(piperidin-4-yloxy)pyrimidin-4-yl)-1,2-dihydro-3H-pyrazolo[3,4-d]pyrimidin-3-one C(C=C)N1N(C2=NC(=NC=C2C1=O)NC=1C=C2C=NN(C2=CC1)C(C)C)C1=NC(=NC=C1)OC1CCNCC1